[Br-].C(CC)[P+](CCC)(CCC)CCC tetra-normal propylphosphonium bromide